(2Z,2'E)-2,2'-(5-(pyridin-3-yl)pentane-2,3-diylidene)bis(N-methylhydrazine-1-carbothioamide) N1=CC(=CC=C1)CC\C(\C(\C)=N/NC(NC)=S)=N/NC(NC)=S